FC(C=1C=NC(=NC1)N1CC=2N(CC1)N=C(C2)COC([C@H](C)N)([2H])[2H])(F)F (S)-1-((5-(5-(trifluoromethyl)pyrimidin-2-yl)-4,5,6,7-tetrahydropyrazolo[1,5-a]pyrazin-2-yl)methoxy)propan-1,1-d2-2-amine